8-Iodoimidazo[1,2-c]pyrimidin-5-ol IC=1C=2N(C(=NC1)O)C=CN2